4-amino-1,5-dimethyl-2-phenyl-1H-pyrazol-3(2H)-one NC=1C(N(N(C1C)C)C1=CC=CC=C1)=O